((1S,4R,6R)-6-((6-(trifluoromethyl)pyridin-2-yl)oxy)-2-azabicyclo[2.2.1]Hept-2-yl)methanone FC(C1=CC=CC(=N1)O[C@@H]1C[C@@H]2CN([C@H]1C2)C=O)(F)F